methyl (1-phenyl-1H-pyrazole-4-carbonyl)-L-serinate C1(=CC=CC=C1)N1N=CC(=C1)C(=O)N[C@@H](CO)C(=O)OC